C1(=CC=CC=C1)/C=C/C(=O)OCC Ethyl (2E)-3-phenylprop-2-enoate